5-tert-Butyl 3-ethyl 2-(but-3-yn-1-yl)-2,4,6,7-tetrahydro-5H-pyrazolo[4,3-c]pyridine-3,5-dicarboxylate C(CC#C)N1N=C2C(CN(CC2)C(=O)OC(C)(C)C)=C1C(=O)OCC